Cl.COC1=C(C=2CCNCC2C=C1)C=O 6-methoxy-1,2,3,4-tetrahydro-isoquinoline-5-carbaldehyde hydrochloride